(S)-N-(5-(3-ethynylimidazo[1,2-b]pyridazin-6-yl)-2-methylphenyl)-3-phenylisoxazolidine-2-carboxamide C(#C)C1=CN=C2N1N=C(C=C2)C=2C=CC(=C(C2)NC(=O)N2OCC[C@H]2C2=CC=CC=C2)C